FC1(CC(NC1)C(=O)O)F 4,4-difluoropyrrolidine-2-carboxylic acid